CN1N=C(C2=CC=C(C=C12)C=1CCN(CC1)C(=O)OC(C)(C)C)C1(C(NC(CC1)=O)=O)C tert-butyl 4-[1-methyl-3-(3-methyl-2,6-dioxo-3-piperidyl)indazol-6-yl]-3,6-dihydro-2H-pyridine-1-carboxylate